tert-butyl (R)-(1-(4-cyclopropyloxazol-2-yl)ethyl)(ethyl)carbamate C1(CC1)C=1N=C(OC1)[C@@H](C)N(C(OC(C)(C)C)=O)CC